CC1=CC2=C(CCO2)C(=C1)NC(C)=O N-(6-methyl-2,3-dihydrobenzofuran-4-yl)acetamide